3-(5-(3-fluoro-4-(((R)-3-hydroxypyrrolidin-1-yl)methyl)pyridin-2-yl)-1-oxoisoindolin-2-yl)piperidine-2,6-dione FC=1C(=NC=CC1CN1C[C@@H](CC1)O)C=1C=C2CN(C(C2=CC1)=O)C1C(NC(CC1)=O)=O